OCC=1C(=NNC1)[C@H]1[C@H](N(CCC1)C(=O)OC)CO[C@@H]1CC[C@@H](CC1)C1=CC=CC=C1 Methyl (2S,3R)-3-(4-(hydroxymethyl)-1H-pyrazol-3-yl)-2-((((CIS)-4-phenylcyclohexyl)oxy)methyl)piperidine-1-carboxylate